3-[3-[3-[[(2S)-2-[[(E)-4-(dimethylamino)but-2-enoyl]-methyl-amino]propanoyl]amino]propoxy]anilino]-6-ethyl-5-(1-ethylpropylamino)pyrazine-2-carboxamide CN(C/C=C/C(=O)N([C@H](C(=O)NCCCOC=1C=C(NC=2C(=NC(=C(N2)NC(CC)CC)CC)C(=O)N)C=CC1)C)C)C